yttrium-vanadium oxide [O-2].[V+5].[Y+3].[O-2].[O-2].[O-2]